stearyl β-(3,5-di-tert-butyl-4-hydroxyphenyl)-propionate C(C)(C)(C)C=1C=C(C=C(C1O)C(C)(C)C)CCC(=O)OCCCCCCCCCCCCCCCCCC